ClC1=NC=C(C(=N1)NCC1=CC=C(C=C1)N1N=C(C=C1C)C(F)(F)F)I 2-chloro-5-iodo-N-(4-(5-methyl-3-(trifluoromethyl)-1H-pyrazol-1-yl)benzyl)pyrimidin-4-amine